D-ribitol 5-phosphate P(=O)(O)(O)OC[C@H]([C@H]([C@H](CO)O)O)O